5-isopropyl-8-(1-methyl-1H-pyrazol-3-yl)-2,6-naphthyridin C(C)(C)C1=C2C=CN=CC2=C(C=N1)C1=NN(C=C1)C